(4-amino-7-fluoro-3-methyl-3H-pyrazolo[3,4-c]quinolin-8-yl)((3S)-3-(4-(pentafluoro-lambda~6~-sulfanyl)phenyl)-4-morpholinyl)methanone NC1=NC=2C=C(C(=CC2C2=C1N(N=C2)C)C(=O)N2[C@H](COCC2)C2=CC=C(C=C2)S(F)(F)(F)(F)F)F